5-(benzyloxy)-2-bromo-1-(4-fluorophenyl)-1H-indole-3-carbonitrile C(C1=CC=CC=C1)OC=1C=C2C(=C(N(C2=CC1)C1=CC=C(C=C1)F)Br)C#N